3,5-bis(α-hydroxyisopropyl)phenyl 2,4,6-tris(α-hydroxyisopropyl)benzoate OC(C)(C)C1=C(C(=O)OC2=CC(=CC(=C2)C(C)(C)O)C(C)(C)O)C(=CC(=C1)C(C)(C)O)C(C)(C)O